methyl 5-{[(tert-butoxy)carbonyl]amino}-6-chloropyridine-3-carboxylate C(C)(C)(C)OC(=O)NC=1C=C(C=NC1Cl)C(=O)OC